5-bromo-1,2,3-trichloro-benzene BrC=1C=C(C(=C(C1)Cl)Cl)Cl